C(C=C)C1CN(CCC1(F)F)C1=NC(=CC(=N1)NC(C1=C(C=C(C=C1)Cl)N1C(C=C(C=C1)C=C)=O)=O)C N-(2-(3-allyl-4,4-difluoropiperidin-1-yl)-6-methylpyrimidin-4-yl)-4-chloro-2-(2-oxo-4-vinylpyridin-1(2H)-yl)benzamide